((R)-1-((R)-3-(1H-indol-3-yl)-2-(pyrazine-2-carboxamido)propanamido)-4-phenylbutyl)boronic acid N1C=C(C2=CC=CC=C12)C[C@H](C(=O)N[C@@H](CCCC1=CC=CC=C1)B(O)O)NC(=O)C1=NC=CN=C1